N-[[4-(5-amino-4-cyano-1-tetrahydropyran-4-ylpyrazol-3-yl)phenyl]methyl]-2-methoxy-benzamide NC1=C(C(=NN1C1CCOCC1)C1=CC=C(C=C1)CNC(C1=C(C=CC=C1)OC)=O)C#N